Tert-butyl (2,2-dimethyl-3,3-diphenyl-4,11,14,17,20-pentaoxa-3-siladocosan-22-yl)carbamate CC(C)([Si](OCCCCCCOCCOCCOCCOCCNC(OC(C)(C)C)=O)(C1=CC=CC=C1)C1=CC=CC=C1)C